N-(3-chloro-4-methyl-5-(7-(methylamino)-1,6-naphthyridin-3-yl)phenyl)-4-(2-cyanopropan-2-yl)picolinamide ClC=1C=C(C=C(C1C)C=1C=NC2=CC(=NC=C2C1)NC)NC(C1=NC=CC(=C1)C(C)(C)C#N)=O